3-[(2-tert-Butylphenoxyethylsulfanyl)methyl]-1H-1,2,4-triazole-5(4H)-thione C(C)(C)(C)C1=C(OCCSCC2=NNC(N2)=S)C=CC=C1